tert-Butyl N-(5,6-difluoro-1H-indol-3-yl)carbamate FC=1C=C2C(=CNC2=CC1F)NC(OC(C)(C)C)=O